trifluoroiodonium methanesulfonate CS(=O)(=O)[O-].F[IH+](F)F